formamidoxime C(N)=NO